trans-N-(8-Amino-6-(4-ethylpyridin-3-yl)cinnolin-3-yl)-2-cyanocyclopropanecarboxamide NC=1C=C(C=C2C=C(N=NC12)NC(=O)[C@H]1[C@@H](C1)C#N)C=1C=NC=CC1CC